ClCCC(=C(C1=CC=CC=C1)C1=CC=C(OCCN2CCC(CC2)CN2C3CN(C(C2)CC3)C3=CC2=CN(C=C2C=C3F)C3C(NC(CC3)=O)=O)C=C1)C1=CC=CC=C1 5-(5-((1-(2-(4-(4-chloro-1,2-diphenylbut-1-en-1-yl)phenoxy)ethyl)piperidin-4-yl)methyl)-2,5-diazabicyclo[2.2.2]octan-2-yl)-2-(2,6-dioxopiperidin-3-yl)-6-fluoroisoindole